5-benzoylimidazo[1,2-a]pyridine-7-carboxylic acid ethyl ester C(C)OC(=O)C1=CC=2N(C(=C1)C(C1=CC=CC=C1)=O)C=CN2